CN(C(C(C)C)=O)C=1C=NC(=CC1C1=C(C=CC=C1)C)N1CCN(CC1)C N,2-dimethyl-N-[4-(2-tolyl)-6-(4-methylpiperazin-1-yl)pyridin-3-yl]propanamide